The molecule is a pyrrolizine alkaloid that is jacoline in which the 5-methyl group has been replaced by methylene. It has a role as a Jacobaea metabolite. It is a macrocyclic lactone, an organic heterotricyclic compound, a pyrrolizine alkaloid, a tertiary amino compound and a triol. It derives from a senecionine. C[C@H]([C@]1(CC(=C)[C@@](C(=O)OCC2=CCN3[C@H]2[C@@H](CC3)OC1=O)(C)O)O)O